C(C)(C)(C)OC(N(C)CCNC1CCC1)=O tert-butyl(2-(cyclobutylamino)ethyl)(methyl)carbamate